BrC1=CC=C2CCC(C2=C1)N(C)C 6-Bromo-N,N-dimethyl-2,3-dihydro-1H-inden-1-amine